C1(C(CCCCCCC1)CC(=O)O)(CC(=O)O)CC(=O)O cyclononanetriacetic acid